OCCCCCCCCCCCCCCOC1=CC=C(C=C1)C(C=CC1=CC=CC=C1)=O 1-[4-(14-Hydroxytetradecoxy)phenyl]-3-phenylprop-2-en-1-one